1-[(6-chloro-4-methylpyridin-3-yl)sulfonyl]-8-methyl-1,2,3,4-tetrahydroquinoxaline ClC1=CC(=C(C=N1)S(=O)(=O)N1CCNC2=CC=CC(=C12)C)C